FC1=CC=C(C=C1)C1=CC(=C(C=N1)C1CN(CCC1)C(C=C)=O)C1=NN(C=C1)C 1-(3-(6-(4-fluorophenyl)-4-(1-methyl-1H-pyrazol-3-yl)pyridin-3-yl)piperidin-1-yl)prop-2-en-1-one